C(#N)C1=C(C=CC(=C1F)C(C)(F)F)N1CCC(C2=CC(=CC(=C12)C#N)F)OC 1-[2-cyano-4-(1,1-difluoroethyl)-3-fluorophenyl]-6-fluoro-4-methoxy-3,4-dihydro-2H-quinoline-8-carbonitrile